1-[3-[2-[2-[2-[2-[2-[2-[2-[2-(2-aminoethoxy)ethoxy]ethoxy]ethoxy]ethoxy]ethoxy]ethoxy]ethoxy]ethoxy]-5-chloro-phenyl]-3-[[2-(2,6-dioxo-3-piperidyl)-1-oxo-isoindolin-5-yl]methyl]urea NCCOCCOCCOCCOCCOCCOCCOCCOCCOC=1C=C(C=C(C1)Cl)NC(=O)NCC=1C=C2CN(C(C2=CC1)=O)C1C(NC(CC1)=O)=O